C(N)(=N)C1=CC=C(C[C@H](N)C(=O)O)C=C1 4-amidinophenylalanine